IC=1C2=CC=CC=C2C(=C2C=CC=CC12)I 9,10-diiodoanthracene